Cl.N1N=C(C=C1)C(=O)N 1H-pyrazole-3-carboxamide hydrochloride